N-ethoxy-4-((2-methoxy-3-(5-methylpyrimidin-2-yl)phenyl)amino)nicotinamide C(C)ONC(C1=CN=CC=C1NC1=C(C(=CC=C1)C1=NC=C(C=N1)C)OC)=O